1-cyclopropylpyrimidine-2,4,6(1H,3H,5H)-trione C1(CC1)N1C(NC(CC1=O)=O)=O